FN(C(=O)C(=O)N(F)F)F perfluorooxamide